FC1=C(C(=C(C#N)C=C1)C)C1=CC=C(C=2OCOC21)C(=O)N2[C@@H](C\C(\C2)=N/OC)CO 4-Fluoro-3-(7-((S,E)-2-(hydroxymethyl)-4-(methoxyimino)pyrrolidine-1-carbonyl)benzo[d][1,3]dioxol-4-yl)-2-methylbenzonitrile